O=C1C2=CC=CC=C2NC=2C(=CC=CC12)C(=O)OC[C@H]1OC1 [(2S)-oxiran-2-yl]methyl 9-oxo-10H-acridine-4-carboxylate